2-[3-Chloro-6-[1-[(3R,4S)-3-fluoro-4-piperidyl]-5-methyl-triazol-4-yl]pyrazolo[1,5-a]pyridin-4-yl]oxy-2-(5-fluoro-2-pyridyl)ethanol HCl Cl.ClC=1C=NN2C1C(=CC(=C2)C=2N=NN(C2C)[C@@H]2[C@@H](CNCC2)F)OC(CO)C2=NC=C(C=C2)F